C(C)(C)N1C(C=2C=C(C(=NC2C=C1)C)C(=O)O)=O 6-isopropyl-2-methyl-5-oxo-5,6-dihydro-1,6-naphthyridine-3-carboxylic acid